ClC1=CC=C2C(=C3N(C2=C1Cl)CC(CC3)NC(=O)C3CCOCC3)C=3C=NNC3 N-[3,4-dichloro-10-(1H-pyrazol-4-yl)-6,7,8,9-tetrahydropyrido[1,2-a]indol-7-yl]tetrahydropyran-4-carboxamide